FC=1C(C(=CN2C1C1=CC(=C(C=C1C[C@@H]2C(C)C)OCCCOC)OC)C(=O)OCC)=O ethyl (R)-1-fluoro-6-isopropyl-10-methoxy-9-(3-methoxypropoxy)-2-oxo-6,7-dihydro-2H-pyrido[2,1-a]isoquinoline-3-carboxylate